FC1=CC=C(C=C1)C=1C=NC2=CC(=CC=C2C1)C(=O)NC=1C=NC(=CC1)C(F)(F)F 3-(4-fluorophenyl)-N-(6-(trifluoromethyl)pyridin-3-yl)quinoline-7-carboxamide